hydroxy-4-(octyloxy)benzophenone OC1=C(C(=O)C2=CC=CC=C2)C=CC(=C1)OCCCCCCCC